6-(3-chlorophenyl)-2,4-dioxohexanoate ClC=1C=C(C=CC1)CCC(CC(C(=O)[O-])=O)=O